6-amino-5-(2-methylpiperazin-1-yl)-2,3-dihydro-1,4-benzodioxine NC1=C(C2=C(OCCO2)C=C1)N1C(CNCC1)C